5-oxo-2-(quinoxaline-2-carboxamido)hexanediamide O=C(CCC(C(=O)N)NC(=O)C1=NC2=CC=CC=C2N=C1)C(=O)N